7-fluoro-4-(4-fluorophenyl)-3-isopropenyl-quinoline-6-carboxylic acid FC1=C(C=C2C(=C(C=NC2=C1)C(=C)C)C1=CC=C(C=C1)F)C(=O)O